4-[(3aR,9bR)-9b-(benzenesulfonyl)-7-[(2,6-dichlorophenyl)methoxy]-1H,2H,3H,3aH,4H,5H,9bH-benzo[e]indole-3-carbonyl]-4-hydroxy-1λ6-thiane-1,1-dione C1(=CC=CC=C1)S(=O)(=O)[C@]12CCN([C@@H]2CCC2=C1C=CC(=C2)OCC2=C(C=CC=C2Cl)Cl)C(=O)C2(CCS(CC2)(=O)=O)O